L-glutamyl-L-cysteinyl-L-glycine N[C@@H](CCC(=O)O)C(=O)N[C@@H](CS)C(=O)NCC(=O)O